C1(CC1)[C@H](C(F)(F)C=1C(=C(C=CC1)[C@@H](C)NC(OC(C)(C)C)=O)F)O |&1:3| Tert-butyl [(1R)-1-{3-[(2RS)-2-cyclopropyl-1,1-difluoro-2-hydroxyethyl]-2-fluorophenyl}ethyl]carbamate